O=C1NC(C2=CC=CC=C12)=O 1,3-dioxo-isoindoline